C(C)OC(CC=1N=C2N(N=C(C=C2)C2=CC=C(C=C2)OC)C1)=O.ONC(CCNC(=O)C1CNCCC1)=O N-(3-(hydroxyamino)-3-oxopropyl)piperidine-3-carboxamide ethyl-2-(6-(4-methoxyphenyl)imidazo[1,2-b]pyridazin-2-yl)acetate